2-METHYL-4-OXOPENTANOIC ACID CC(C(=O)O)CC(C)=O